amino-2'-deoxycytidine N[C@@]1(C[C@H](O)[C@@H](CO)O1)N1C(=O)N=C(N)C=C1